NC1=C(C(=NC=N1)NCC1CCN(CC1)C(C=C)=O)C1=CC(=C(C(=C1)OC)OC)OC 1-(4-(((6-amino-5-(3,4,5-trimethoxyphenyl)pyrimidin-4-yl)amino)methyl)piperidin-1-yl)prop-2-en-1-one